C(C)(C)(C)OC(=O)N1CC(C1)(C(F)(F)F)OCCO 3-(2-hydroxyethoxy)-3-(trifluoromethyl)azetidine-1-carboxylic acid tert-butyl ester